N-(4-((7-chloro-1-methyl-2-((3-(((1-methylazetidin-3-yl)oxy)methyl)-5-(trifluoromethyl)phenyl)amino)-1H-imidazo[4,5-b]pyridin-6-yl)oxy)pyridin-2-yl)acetamide ClC1=C2C(=NC=C1OC1=CC(=NC=C1)NC(C)=O)N=C(N2C)NC2=CC(=CC(=C2)C(F)(F)F)COC2CN(C2)C